C1(=CC=CC=C1)N(S)C1=CC=CC=C1 N,N-diphenylthiohydroxylamine